CN(CCNC(=O)C1=CC2=C(C(N(C=C2C2=C(C(N(C=C2)C)=O)OC2=C(C=C(C=C2C)F)C)C)=O)N1)C N-(2-(dimethylamino)ethyl)-4-(3-(4-fluoro-2,6-dimethylphenoxy)-1-methyl-2-oxo-1,2-dihydropyridin-4-yl)-6-methyl-7-oxo-6,7-dihydro-1H-pyrrolo[2,3-c]pyridine-2-carboxamide